N-(1'-(6-(bicyclo[1.1.1]pentan-1-ylamino)-2-(1,1-difluoroethyl)pyrimidin-4-yl)-1',2'-dihydrospiro[cyclopropane-1,3'-pyrrolo[3,2-c]pyridin]-6'-yl)acetamide C12(CC(C1)C2)NC2=CC(=NC(=N2)C(C)(F)F)N2CC1(C=3C=NC(=CC32)NC(C)=O)CC1